(2-Benzyloxy-4,6-dihydroxy-phenyl)-(4-hydroxy-3,4-dihydro-1H-isoquinolin-2-yl)methanone C(C1=CC=CC=C1)OC1=C(C(=CC(=C1)O)O)C(=O)N1CC2=CC=CC=C2C(C1)O